[Cl-].C(C1=CC=CC=C1)[N+](CC)(CC)CC Benzyltriethylammonium chloride salt